4-bromo-2-methoxyphenyl-(1H-pyrrol-2-yl)methanone BrC1=CC(=C(C=C1)C(=O)C=1NC=CC1)OC